5'-Methyl-2'-(2-((1-(methylsulfonyl)piperidin-4-yl)amino)-5-(trifluoromethyl)pyrimidin-4-yl)-4,5-dihydro-2H-spiro[furan-3,6'-thieno[2,3-c]pyrrol]-4'(5'H)-one CN1C2(C3=C(C1=O)C=C(S3)C3=NC(=NC=C3C(F)(F)F)NC3CCN(CC3)S(=O)(=O)C)COCC2